CC1=CC=CC=2N1N=C(C2)[C@H]2N(CCC1=C2N=CN1)C(=O)C=1OC(=NN1)C1=NN(C=C1)C(F)(F)F (S)-(4-(7-methylpyrazolo[1,5-a]pyridin-2-yl)-6,7-dihydro-1H-imidazo[4,5-c]pyridin-5(4H)-yl)(5-(1-(trifluoromethyl)-1H-pyrazol-3-yl)-1,3,4-oxadiazol-2-yl)methanone